N-[3-(dimethylamino)-propyl]methacrylamide CN(CCCNC(C(=C)C)=O)C